N-(2-((6-amino-2-methylpyridin-3-yl)amino)ethyl)methanesulfonamide NC1=CC=C(C(=N1)C)NCCNS(=O)(=O)C